ClC=1C(=NN2C1CNCCC2)C(=O)NCC 3-chloro-N-ethyl-5,6,7,8-tetrahydro-4H-pyrazolo[1,5-a][1,4]diazepine-2-carboxamide